C(#N)N1[C@H]2[C@@H](C[C@@H]1CC2)NC(=O)C=2NC1=CC(=CC=C1C2)C=2C(=NOC2C)C N-((1R,2R,4S)-7-cyano-7-azabicyclo[2.2.1]heptan-2-yl)-6-(3,5-dimethyl-1,2-oxazol-4-yl)-1H-indole-2-carboxamide